C(C)OC1=NC(=NC=C1C(=O)NC=1C=C(C=2N(C1)C=C(N2)C)F)N2CCC(CC2)CNC 4-ethoxy-N-(8-fluoro-2-methylimidazo[1,2-a]pyridin-6-yl)-2-(4-((methylamino)methyl)piperidin-1-yl)pyrimidine-5-carboxamide